C(C)(C)(C)C1=C(C(=CC(=C1)COC)C(C)(C)C)O 2,6-Di-tert-butyl-4-methoxymethyl-phenol